CN(/C=C(/OC1=C(C#N)C=CC=C1)\C(=O)C=1C=C2CCC(N(C2=CC1)C)=O)C ((E)-2-(Dimethylamino)-1-(1-methyl-2-oxo-3,4-dihydroquinoline-6-carbonyl)vinyloxy)benzonitrile